N-(3,3-dimethylbutan-2-yl)-3-(2-(methoxymethyl)pyridin-3-yl)-1-methyl-1H-pyrazole-5-carboxamide CC(C(C)NC(=O)C1=CC(=NN1C)C=1C(=NC=CC1)COC)(C)C